O=C1CC[C@H](N1)C(=O)NC1=CC=CC=C1 (S)-5-oxo-N-phenylpyrrolidine-2-carboxamide